3'-(5H-imidazo[5,1-a]isoindol-5-yl)-3-(methylsulfonyl)-3-azaspiro[bicyclo[3.2.1]octane-8,1'-cyclobutan]-2'-ol C=1N=CN2C1C1=CC=CC=C1C2C2C(C1(C2)C2CN(CC1CC2)S(=O)(=O)C)O